4-(2-chloroethyl)thiomorpholine hydrochloride Cl.ClCCN1CCSCC1